FC1=CC=C(C=C1)C1N(CCC2=CC=CC=C12)C(=O)OC1[C@H]2COC[C@@H]1CNC2 (S)-((1R,5S,9r)-3-oxa-7-azabicyclo[3.3.1]nonan-9-yl) 1-(4-fluorophenyl)-3,4-dihydroisoquinoline-2(1H)-carboxylate